2-(2-(4-(4'-chloro-5'-oxo-5'H-spiro[cyclohexane-1,7'-indolo[1,2-a]quinazolin]-10'-yl)piperidin-1-yl)ethoxy)acetic acid ClC=1C=2C(N=C3N(C2C=CC1)C1=CC(=CC=C1C31CCCCC1)C1CCN(CC1)CCOCC(=O)O)=O